TERPINYL-ACETATE (2-(4-methylcyclohex-3-en-1-yl) propan-2-yl acetate) CC1=CCC(CC1)C(C)(C)CC(=O)O.C12(C(CCC(C1(C)C)C2)(C)CC(=O)O)C21C(CCC(C2(C)C)C1)(C)C12C(CCC(C1(C)C)C2)C